FC1=CC(=C2C(C(C(NC2=C1)(C)C)=NO)=O)C 7-fluoro-2,2,5-trimethyl-1,2-dihydro-quinoline-3,4-dione 3-oxime